ClC1=CC(=C(C=C1)C1(OC2=C(C1=O)C=CC=C2C2CCNCC2)C)F 2-(4-chloro-2-fluorophenyl)-2-methyl-7-(piperidin-4-yl)benzofuran-3(2H)-one